5-((5-bromo-2-fluorophenoxy)methyl)-1-methyl-1H-indazole BrC=1C=CC(=C(OCC=2C=C3C=NN(C3=CC2)C)C1)F